(4-nitrophenyl) N-[2-[5,7-difluoro-2-(4-fluorophenyl)-1H-indol-3-yl]ethyl]carbamate FC=1C=C2C(=C(NC2=C(C1)F)C1=CC=C(C=C1)F)CCNC(OC1=CC=C(C=C1)[N+](=O)[O-])=O